N1(CCOCC1)CCCCN1N=CC=C(C1=O)OC1=CC=CC=C1 2-[4-(morpholin-4-yl)butyl]-4-phenoxy-2,3-dihydropyridazin-3-one